(-)-4-((3-((4-Methylphenyl)sulfonamido)benzofuran-2-yl)(phenyl)methyl)-1-phenyl-3-propyl-1H-pyrazol-5-yl acetate C(C)(=O)OC1=C(C(=NN1C1=CC=CC=C1)CCC)C(C1=CC=CC=C1)C=1OC2=C(C1NS(=O)(=O)C1=CC=C(C=C1)C)C=CC=C2